4-chloro-2-(methyl-d3)-5-(4,4,5,5-Tetramethyl-1,3,2-dioxaborolan-2-yl)-2H-indazole ClC=1C2=CN(N=C2C=CC1B1OC(C(O1)(C)C)(C)C)C([2H])([2H])[2H]